C(C)N(C1CCN(CC1)C=1C=NC(=NC1)C=1C=C(C(=O)N[C@@H](C=2NC3=CC=CC=C3C2)C2=C(C=CC(=C2)F)O)C=C(C1)C)CC (R)-3-(5-(4-(diethylamino)piperidin-1-yl)pyrimidin-2-yl)-N-((5-fluoro-2-hydroxyphenyl)(1H-Indol-2-yl)methyl)-5-methylbenzamide